CC=1N=C2N(C=C(C(=C2)C)N)C1 2,7-dimethylimidazo[1,2-a]pyridin-6-amine